O1CCCC2=CC(=CC=C12)S(=O)(=O)N1CCC2(CC(CO2)NC[C@H](C)O)CC1 (2S)-1-(8-(chroman-6-ylsulfonyl)-1-oxa-8-azaspiro[4.5]decan-3-ylamino)propan-2-ol